(R)-3-((4-aminocyclohexyl)methyl)-8-(1-ethyl-3-(trifluoromethyl)-1H-pyrazol-4-yl)-6-((2-imino-3-methyl-2,3-dihydro-1H-imidazol-1-yl)methyl)chroman-4-one NC1CCC(CC1)C[C@@H]1COC2=C(C=C(C=C2C1=O)CN1C(N(C=C1)C)=N)C=1C(=NN(C1)CC)C(F)(F)F